FC=1C=C(C=CC1N1CCC(CC1)N1CCCCC1)C1(NNC(=N1)N)N 3-(3-fluoro-4-(4-piperidin-1-ylpiperidin-1-yl)phenyl)-1H-1,2,4-triazole-3,5-diamine